3-((tert-Butyldiphenylsilyl)oxy)-1-(4-iodo-1H-pyrazol-1-yl)cyclobutane-1-carboxylic acid tert-butyl ester C(C)(C)(C)OC(=O)C1(CC(C1)O[Si](C1=CC=CC=C1)(C1=CC=CC=C1)C(C)(C)C)N1N=CC(=C1)I